(1S,2R)-2-(Toluene-4-sulfonyl)-cyclopentanecarboxylic acid (4,4-difluoro-cyclohexyl)-(6-fluoro-benzooxazol-5-ylmethyl)-amide FC1(CCC(CC1)N(C(=O)[C@H]1[C@@H](CCC1)S(=O)(=O)C1=CC=C(C)C=C1)CC=1C(=CC2=C(N=CO2)C1)F)F